N[C@H](CO)CC=C (S)-2-Aminopent-4-en-1-ol